N-(3-(3,3-Difluoropiperidine-1-carbonyl)-4-methylphenyl)-3-(6-azaspiro[2.5]octan-6-yl)isonicotinamide FC1(CN(CCC1)C(=O)C=1C=C(C=CC1C)NC(C1=C(C=NC=C1)N1CCC2(CC2)CC1)=O)F